ClC1=CC=C(C=C1)[C@H]([C@@H]1[C@H]([C@H]([C@@H](C1)N1C2=NC=NC(=C2N=C1)N(N)C)O)O)O (1S,2R,3R,5R)-3-((S)-(4-chlorophenyl)(hydroxy)methyl)-5-(6-(1-methylhydrazineyl)-9H-purin-9-yl)cyclopentane-1,2-diol